BrC1=C(C=C(C=N1)C(=O)NC=1C(=NC=CC1)S(=O)(=O)C)Cl 6-bromo-5-chloro-N-(2-methanesulfonylpyridin-3-yl)pyridine-3-carboxamide